[C@H]12CN(C[C@H](CC1)N2)C=2C1=C(N=C(N2)OCC2(CC2)CN2CCCCC2)C(=C(N=C1C#CC)C1=CC=CC2=CC=C(C(=C12)CC)F)F 4-(4-((1R,5S)-3,8-diazabicyclo[3.2.1]oct-3-yl)-8-fluoro-2-((1-(piperidine-1-ylmethyl)cyclopropyl)methoxy)-5-(propynyl)pyrido[4,3-d]pyrimidin-7-yl)-5-ethyl-6-fluoronaphthalene